C(#N)[C@H](C[C@@H]1C(NCCC1)=O)NC(=O)[C@@H]1N([C@@H]2CC([C@H]1CC2)(F)F)C(=O)C=2NC1=C(C=CC(=C1C2)F)F (1S,3R,4S)-N-[(1S)-1-cyano-2-[(3R)-2-oxo-3-piperidyl]ethyl]-2-(4,7-difluoro-1H-indole-2-carbonyl)-5,5-difluoro-2-azabicyclo[2.2.2]octane-3-carboxamide